N(=NC(C#N)(C)C1CC1)C(C#N)(C)C1CC1 2,2'-azo-bis(2-cyclopropylpropionitrile)